(8-chloro-3,4-dihydro-2H-1-benzopyran-7-yl)boronic acid ClC1=C(C=CC=2CCCOC21)B(O)O